3-((4-(difluoromethyl)-6-(1-(3,4-dimethoxybenzyl)-6-oxo-1,6-dihydropyridin-3-yl)pyrimidin-2-yl)sulfinyl)-N-methylpropan-1-sulfonamide FC(C1=NC(=NC(=C1)C1=CN(C(C=C1)=O)CC1=CC(=C(C=C1)OC)OC)S(=O)CCCS(=O)(=O)NC)F